(2R,6R)-4-((R)-3-hydroxy-1-phenylpropyl)-1-isobutyryl-6-methyl-N-(4-(pyrimidin-2-yl)benzyl)piperazine-2-carboxamide OCC[C@H](C1=CC=CC=C1)N1C[C@@H](N([C@@H](C1)C)C(C(C)C)=O)C(=O)NCC1=CC=C(C=C1)C1=NC=CC=N1